fmoc-valine C(=O)(OCC1C2=CC=CC=C2C2=CC=CC=C12)N[C@@H](C(C)C)C(=O)O